Pyridoxal 5'-monophosphate P(=O)(O)(O)OCC=1C(=C(C(=NC1)C)O)C=O